ClC1=C(/C=C/C(=O)O)C=CC(=C1)Cl trans-2,4-dichlorocinnamic acid